ON1C(CC2=CC=CC=C12)=O 1-hydroxyindolin-2-one